SC1=C(N=NS1)S dimercapto-thiadiazole